5-bromo-2-(3-(3-((tert-butyldimethylsilyl)oxy)piperidin-1-yl)propoxy)-3-nitropyridine BrC=1C=C(C(=NC1)OCCCN1CC(CCC1)O[Si](C)(C)C(C)(C)C)[N+](=O)[O-]